5,7-difluoro-6-(1-(6-(isoquinolin-4-yl)-1H-imidazo[4,5-b]pyrazin-1-yl)ethyl)-3-(1-methyl-1H-pyrazol-4-yl)quinoline FC1=C2C=C(C=NC2=CC(=C1C(C)N1C=NC=2C1=NC(=CN2)C2=CN=CC1=CC=CC=C21)F)C=2C=NN(C2)C